2-(3-iodophenyl)acethydrazide lithium methanesulfinate CS(=O)[O-].[Li+].IC=1C=C(C=CC1)CC(=O)NN